dipotassium L-ascorbic acid diphosphate [O-]P([O-])(=O)OP(=O)(O)O.O=C1C(O)=C(O)[C@H](O1)[C@@H](O)CO.[K+].[K+]